(S)-5-benzylmorpholin-3-one C(C1=CC=CC=C1)[C@H]1COCC(N1)=O